2-(4-((1s,3s)-3-Hydroxy-3-methylcyclobutoxy)pyrrolo[1,2-d][1,2,4]triazin-1-yl)-5-(trifluoromethyl)phenol OC1(CC(C1)OC1=NN=C(C=2N1C=CC2)C2=C(C=C(C=C2)C(F)(F)F)O)C